Bis-γ-L-Glutamyl-L-Cystine C(CC(=O)N[C@@H](CSSC[C@@H](C(=O)O)NC(=O)CC[C@@H](C(=O)O)N)C(=O)O)[C@@H](C(=O)O)N